1-cyclopentyl-3-mesityl-imidazole chloride [Cl-].C1(CCCC1)N1CN(C=C1)C1=C(C=C(C=C1C)C)C